3-methyl-2-azabicyclo[2.2.1]Heptane-2-carboxylic acid tert-butyl ester C(C)(C)(C)OC(=O)N1C2CCC(C1C)C2